hydroxypropane-3-sulfonic acid, sodium salt [Na+].OCCCS(=O)(=O)[O-]